6-(3-Methylbenzenesulfonyl)-1,2,3,4-tetrahydronaphthalen-1-one CC=1C=C(C=CC1)S(=O)(=O)C=1C=C2CCCC(C2=CC1)=O